SC=C1C(C2=C(C3=C4C(=C5C6=C(C7=C8C(=C9C%10=C(C%11=C%12C(=C2C=2C3=C5C7=C9C2%11)C(C(C(=C%12Br)Br)=CS)=CS)C=CC=C%10)C=CC=C8)C=CC=C6)C=CC=C4)C=C1)=CS tetrakis(mercaptomethylene)dibromohexabenzocoronene